ClC1=C2C(=NC(=C1)C=1C(=NC=CC1)OCC)C(=NN2C(C)C)I 7-chloro-5-(2-ethoxypyridin-3-yl)-3-iodo-1-isopropyl-1H-pyrazolo[4,3-b]pyridine